Cl.Cl.COCC1=C(C(=C2C(=N1)CNC2)C)C 2-(methoxymethyl)-3,4-dimethyl-6,7-dihydro-5H-pyrrolo[3,4-b]pyridine dihydrochloride